FC1=C(C=CC=C1C[C@@H]1N(C[C@@H]([C@@H]1NS(=O)(=O)CC)F)C(=O)N(C)C)C1=C(C(=CC=C1)C)F (2S,3R,4S)-2-[(2,2'-difluoro-3'-methyl[1,1'-biphenyl]-3-yl)methyl]-3-[(ethanesulfonyl)amino]-4-fluoro-N,N-dimethylpyrrolidine-1-carboxamide